Benzyl ((2S,3S)-2-(3-bromo-2-fluorobenzyl)pyrrolidin-3-yl)carbamate Hydrochloride Cl.BrC=1C(=C(C[C@@H]2NCC[C@@H]2NC(OCC2=CC=CC=C2)=O)C=CC1)F